(S)-6-((2,4-difluorophenyl)ethynyl)-10,10a-dihydro-1H-oxazolo[3',4':3,4]imidazo[1,2-c]pyrimidin-8(3H)-one FC1=C(C=CC(=C1)F)C#CC=1C=C2N(C(N1)=O)C[C@@H]1N2COC1